C1(CC1)CC1=C(C(=NN1C=1SC=C(N1)C(=O)O)C1=CC(=C(C=C1)F)C=1SC(=CN1)C)CC1=CC(=C(C=C1)S(N)(=O)=O)F 2-(5-(cyclopropylmethyl)-3-(4-fluoro-3-(5-methylthiazol-2-yl)phenyl)-4-(3-fluoro-4-sulfamoylbenzyl)-1H-pyrazol-1-yl)thiazole-4-carboxylic acid